2-(4-(4-acetamido-3-isopropylbenzyl)phenoxy)acetic acid C(C)(=O)NC1=C(C=C(CC2=CC=C(OCC(=O)O)C=C2)C=C1)C(C)C